5-[(2,5-Di-tert-Butylphenoxypropylthio)methyl]-1,3,4-oxadiazole-2(3H)-thione C(C)(C)(C)C1=C(OCCCSCC2=NNC(O2)=S)C=C(C=C1)C(C)(C)C